C1N(CC12CCOCC2)C2=CC=C(C=C2)N2N=NC1=C2C=C(C(=C1C(F)(F)F)F)O 1-(4-(7-oxa-2-azaspiro[3.5]non-2-yl)phenyl)-5-fluoro-4-(trifluoromethyl)-1H-benzo[d][1,2,3]triazol-6-ol